(4-(3-(2-(ethylsulfonyl)ethoxy)oxetan-3-yl)phenyl)(4-(4-(trifluoromethyl)phenyl)piperidin-1-yl)methanone C(C)S(=O)(=O)CCOC1(COC1)C1=CC=C(C=C1)C(=O)N1CCC(CC1)C1=CC=C(C=C1)C(F)(F)F